7-butyl (4-amino-9-(2-((1R,3S,5R)-3-((6-bromopyridin-2-yl)carbamoyl)-2-azabicyclo[3.1.0]hexan-2-yl)-2-oxoethyl)-9H-pyrimido[4,5-b]indol-7-yl)carbamate NC1=NC=NC=2N(C3=CC(=CC=C3C21)NC(OCCCC)=O)CC(=O)N2[C@@H]1C[C@@H]1C[C@H]2C(NC2=NC(=CC=C2)Br)=O